FC=1C=C(C=C(C1)F)C=1N(N=C2[C@@H](N(CCC21)C(=O)C2=NC=NN2[C@@H]2CN(CC2)C(=O)OC(C)(C)C)C)C tert-butyl (3S)-3-[5-[(7S)-3-(3,5-difluorophenyl)-2,7-dimethyl-5,7-dihydro-4H-pyrazolo[3,4-c]pyridine-6-carbonyl]-1,2,4-triazol-1-yl]pyrrolidine-1-carboxylate